C(C=C)(=O)N1CCC2(NC3=C(C=NC=4C(=C(C(=CC34)Cl)C3=C(C=CC=C3OC)F)F)NC2=O)CC1 1-acryloyl-9'-chloro-7'-fluoro-8'-(2-fluoro-6-methoxyphenyl)-1',4'-dihydro-3'H-spiro-[piperidine-4,2'-pyrazino[2,3-c]quinolin]-3'-one